CN1N=CC(=C1C1=CC=2N(C=C1)N=C(C2)N)OC[C@@H]2N(CC2)C 5-[2-methyl-4-[[(2R)-1-methylazetidin-2-yl]methoxy]pyrazol-3-yl]pyrazolo[1,5-a]pyridin-2-amine